2-chloro-6-(1-cyclopropylvinyl)-4-fluoroaniline ClC1=C(N)C(=CC(=C1)F)C(=C)C1CC1